sodium 2-methyl-2-[(1-oxo-2-propen-1-yl) amino]-1-propanesulfonate CC(CS(=O)(=O)[O-])(C)NC(C=C)=O.[Na+]